N-(3-formamido-4-oxo-6-phenoxy-4H-1-benzopyran-7-yl)methanesulfonamide C(=O)NC1=COC2=C(C1=O)C=C(C(=C2)NS(=O)(=O)C)OC2=CC=CC=C2